ClC=1C(=C(C(=CC1)F)C=1C(N(N=C(C1O)C)C)=O)\C=C\C1=CC=CC=C1 4-[3-chloro-6-fluoro-2-[(E)-styryl]phenyl]-5-hydroxy-2,6-dimethyl-pyridazin-3-one